N-(2,2-dimethyl-3-hydroxypropyl)-allylbicyclo[2.2.1]hept-5-ene-2,3-dicarboximide CC(CN1C(=O)C2C3(C=CC(C2C1=O)C3)CC=C)(CO)C